tert-Butyl (4-(4,5-dimethoxy-2-(4-oxo-4H-chromene-3-carboxamido)benzamido) phenethyl)carbamate COC1=CC(=C(C(=O)NC2=CC=C(CCNC(OC(C)(C)C)=O)C=C2)C=C1OC)NC(=O)C1=COC2=CC=CC=C2C1=O